CC1(OC2=C(O1)C=CC(=C2)NC2=NC=C(C(=N2)N2C=C(C=C2)C(=O)NC(CO)C2=CC=CC=C2)C)C 1-(2-((2,2-dimethyl-benzo[d][1,3]dioxol-5-yl)-amino)-5-methyl-pyrimidin-4-yl)-N-(2-hydroxy-1-phenylethyl)-1H-pyrrole-3-carboxamide